2-(isothiazol-4-ylamino)-5-methyl-thiazole-4-carboxylic acid S1N=CC(=C1)NC=1SC(=C(N1)C(=O)O)C